[Cl-].[Cl-].C1(C=CC=C1)[V+2]C1C=CC=C1 bis(cyclopentadienyl)vanadium (IV) dichloride